ClC1=NC2=C(N1CC1=CC=C(CN3C(CCC3)=O)C=C1)C=CC(=C2)F 1-(4-((2-chloro-5-fluoro-1H-benzo[d]imidazol-1-yl)methyl)benzyl)pyrrolidin-2-one